CC=1N=CSC1C(=O)[O-] 4-methylthiazole-5-formate